COC=1C=CC(=NC1)C(=O)N(C)C1=CC=C2CCN(CC2=C1)C(=O)C=1C=NC(=CC1)OC 5-Methoxy-N-[2-(6-methoxypyridine-3-carbonyl)-1,2,3,4-tetrahydroisoquinolin-7-yl]-N-methylpyridine-2-carboxamide